NCC1C(=C2CCC1C2)CN bis(aminomethyl)norbornanene